5-((tert-Butyldiphenylsilyl)oxy)-1-fluoro-octahydropentalene-1-carboxylic acid methyl ester COC(=O)C1(CCC2CC(CC12)O[Si](C1=CC=CC=C1)(C1=CC=CC=C1)C(C)(C)C)F